Cl.COC1=C(CC(N)C)C=C(C(=C1)\C=C/F)OC Z-2,5-Dimethoxy-4-(2-fluorovinyl)amphetamine hydrochloride